ClC1=NC(=NC(=C1F)C1=C(C=CC=C1C)C)NS(=O)(=O)C=1C=C(C(=O)OC)C=CC1 methyl 3-[[4-chloro-6-(2,6-dimethylphenyl)-5-fluoro-pyrimidin-2-yl]sulfamoyl]benzoate